ClC1=CC=C(C2=C1C1(CCCC1)S(N2)(=O)=O)[N+](=O)[O-] 4-Chloro-7-nitro-1H-spiro[2,1-benzothiazol-3,1'-cyclopentan]-2,2-dioxid